COC(=C(C(C(F)(F)F)(F)F)F)C(C(C(F)(F)F)(F)F)(F)F 4-methoxyperfluoro-3-heptene